CN(C=1C=CC=C2C(=NC=NC12)N[C@H](CN1CCN(CC1)S(=O)(=O)C1=C(N=C(S1)NC(OC)=O)C)C)C methyl N-[5-({4-[(2S)-2-{[8-(dimethylamino)quinazolin-4-yl]amino}propyl]piperazin-1-yl}sulfonyl)-4-methyl-1,3-thiazol-2-yl]carbamate